C(C)(C)(C)C1=CC=C(C=C1)S(=O)(=O)/C=C/C#N (E)-3-[(4-t-Butylphenyl)sulfonyl]-2-propenenitrile